C1(CC1)NC(C1=CC(=CC=C1)C1=NNC2=CC=C(C=C12)C1=NN=CN1C(C)C)=O N-cyclopropyl-3-(5-(4-isopropyl-4H-1,2,4-triazol-3-yl)-1H-indazol-3-yl)benzamide